COC(=O)C1=CC=C2C=NN(C2=C1)C 1-methylindazole-6-carboxylic acid methyl ester